2-trifluoromethyl-3-iodo-1-[[2-(trimethylsilyl)ethoxy]methyl]-1H-indole FC(C=1N(C2=CC=CC=C2C1I)COCC[Si](C)(C)C)(F)F